1-(((1r,3s,5R,7S)-3-(2-((tert-butyldimethylsilyl)oxy)ethoxy)-5,7-dimethyladamantan-1-yl)methyl)-5-methyl-4-(4,4,5,5-tetramethyl-1,3,2-dioxaborolan-2-yl)-1H-pyrazole [Si](C)(C)(C(C)(C)C)OCCOC12CC3(C[C@](C[C@@](C1)(C3)C)(C2)C)CN2N=CC(=C2C)B2OC(C(O2)(C)C)(C)C